6-(3-amino-6-bromo-5-fluoropyrazin-2-yl)-4,8-difluoro-3-methylisoquinolin-1(2H)-one NC=1C(=NC(=C(N1)F)Br)C=1C=C2C(=C(NC(C2=C(C1)F)=O)C)F